OC1(CCN(CC1)C1=CC=C(C=C1)NC=1C=CC2=C(OCC(N2)=O)C1)C(F)(F)F 7-((4-(4-hydroxy-4-(trifluoromethyl)piperidin-1-yl)phenyl)amino)-2H-benzo[b][1,4]oxazin-3(4H)-one